1-[5-[(E)-2-[(tert-butoxycarbonylamino)methyl]-3-fluoro-allyloxy]pyrimidin-2-yl]piperidine-4-carboxylic acid C(C)(C)(C)OC(=O)NC/C(/COC=1C=NC(=NC1)N1CCC(CC1)C(=O)O)=C\F